ClC=1C(=C(C=CC1OC1(CC1)C)NC=1C2=C(N=CN1)C=C(C(=N2)O[C@@H]2CN(CC2)C(=O)OC(C)(C)C)F)F tert-butyl (S)-3-((4-((3-chloro-2-fluoro-4-(1-methylcyclopropoxy)phenyl)amino)-7-fluoropyrido[3,2-d]pyrimidin-6-yl)oxy)pyrrolidine-1-carboxylate